4-(6-(4-chlorophenyl)-4-((4-methoxybenzyl)amino)-1H-pyrazolo[3,4-d]pyrimidin-1-yl)piperidine-1-carboxylate ClC1=CC=C(C=C1)C1=NC(=C2C(=N1)N(N=C2)C2CCN(CC2)C(=O)[O-])NCC2=CC=C(C=C2)OC